C(\C=C\C(=O)O)(=O)O (E)-2-butenedioic acid